Dibutyl-tin dibutyrate C(CCC)(=O)[O-].C(CCC)(=O)[O-].C(CCC)[Sn+2]CCCC